C(C)(C)(C)C(C(=O)C1=CC2=C(OC(OC2)(C)C)C=C1)(N(OC(O)=O)OC(O)=O)C(C)(C)C di-(tert-butyl)2-(2,2-dimethyl-4H-1,3-benzodioxin-6-yl)-2-oxoethyliminodicarbonic acid